(E)-2,3-dihydro-1H-indene C1CCC2=CC=CC=C12